ClC1=C(C=CC=2C3=C(NC12)CCN([C@@H]3C)C(=O)C3=NC=C(C=N3)OC)Cl (R)-(6,7-dichloro-1-methyl-1,3,4,5-tetrahydro-2H-pyrido[4,3-b]indol-2-yl)(5-methoxypyrimidin-2-yl)methanone